ethyl 6-((5-chloro-3-(2,2,2-trifluoroethoxy)pyridin-2-yl)oxy)imidazo[1,2-a]pyrimidine-2-carboxylate ClC=1C=C(C(=NC1)OC=1C=NC=2N(C1)C=C(N2)C(=O)OCC)OCC(F)(F)F